1-[3-({9-methoxy-2,5-dimethyl-1H,2H,3H,4H-benzo[h]1,6-naphthyridin-8-yl}oxy)propyl]pyrrolidine trifluoroacetate FC(C(=O)O)(F)F.COC1=CC=2C(=NC(=C3CCC(NC23)C)C)C=C1OCCCN1CCCC1